CC(C=C)C 3,3-Dimethyl-1-propen